C1(C=CC(N1C=1C=C(OC2=C(C(=C(C=C2)OC2=CC(=CC=C2)N2C(C=CC2=O)=O)C)C)C=CC1)=O)=O 1,4-bis(3-maleimidophenoxy)-2,3-dimethylbenzene